C(C)(C)(C)C1=C(OCC(=O)NC2=CC=C(C=C2)Cl)C=CC=C1 2-(2-(tert-butyl)phenoxy)-N-(4-chlorophenyl)acetamide